C(C)(C)C1=CC=C(C=C1)CCC=O 3-(4-isopropylphenyl)propanal